Methyl 4-(4-(3-fluoro-1H-pyrrolo[2,3-b]pyridin-4-yl)phenyl)-1-methylpiperidine-4-carboxylate Methyl-4-(4-(3-fluoro-1H-pyrrolo[2,3-b]pyridin-4-yl)phenyl)piperidine-4-carboxylate COC(=O)C1(CCNCC1)C1=CC=C(C=C1)C1=C2C(=NC=C1)NC=C2F.FC2=CNC1=NC=CC(=C12)C1=CC=C(C=C1)C1(CCN(CC1)C)C(=O)OC